C1(CC1)C(=O)C1=NN2C(CCCC2C2=CC=CC=C2)=N1 Cyclopropyl-(5-phenyl-5,6,7,8-tetrahydro-[1,2,4]triazolo[1,5-a]pyridin-2-yl)methanone